COC(=O)C=1OC2=C(C1C(=C)C)C=CC=C2C2=C(C(=CC(=C2)F)F)F 3-(1-methyl-vinyl)-7-[2,3,5-tris(fluoro)phenyl]benzofuran-2-carboxylic acid methyl ester